2-fluoro-5-(N-methylpiperidin-4-yl)phenol FC1=C(C=C(C=C1)C1CCN(CC1)C)O